6-(BENZYLOXY)-2-NAPHTHYLBORONIC ACID C(C1=CC=CC=C1)OC=1C=C2C=CC(=CC2=CC1)B(O)O